7-bromo-3-ethyl-8-fluoro-3,4-dihydroquinolin-2(1H)-one BrC1=CC=C2CC(C(NC2=C1F)=O)CC